Cl.CC1=CC=CC(=N1)C(=O)NC1CC(C1)N1C2=NC=NC(=C2N=C1)NC1CCNCC1 6-methyl-N-((1s,3s)-3-(6-(piperidin-4-ylamino)-9H-purin-9-yl)cyclobutyl)pyridinecarboxamide hydrochloride